CC1=CC=C(C=C1)S(=O)(=O)OCCOCCOCCOCCOCCOCCN(C)C1=NC(=NC(=C1)C)NC1=CC=C(C=C1)NC(CC1=CC=CC=C1)=O 2-(6-methyl-2-((4-(2-phenylacetamido)phenyl)amino)pyrimidin-4-yl)-5,8,11,14,17-pentaoxa-2-azanonadecan-19-yl 4-methylbenzenesulfonate